C(#N)C=1C=C(C(=NC1C(F)(F)F)C(=O)OC)C methyl 5-cyano-3-methyl-6-(trifluoromethyl)pyridine-2-carboxylate